C[C@H](/C=C/[C@H](C)C(C)C)[C@H]1CC[C@@H]\\2[C@@]1(CCC/C2=C\\C=C/3\\C[C@H](C[C@@H](C3=C)O)O)C The molecule is a hydroxy seco-steroid and synthetic vitamin D2 analogue that undergoes metabolic activation in vivo to form 1alpha,25-dihydroxyvitamin D2 (1alpha,25-(OH)2D2), a naturally occurring, biologically active form of vitamin D2. It is used to treat secondary hyperparathyroidism, a condition in which the body produces excess parathyroid hormone (PTH; a natural substance needed to control the amount of calcium in the blood) in certain people with chronic kidney disease. It has a role as a provitamin, a bone density conservation agent and a prohormone. It is a vitamin D and a hydroxy seco-steroid.